C(C)(C)(C)OC(=O)N1CCN(CC1)C=1C=C2COC(C2=CC1)=O 4-(1-Oxo-1,3-dihydroisobenzofuran-5-yl)piperazine-1-carboxylic acid tert-butyl ester